CN1C[C@H](CC1)O (S)-1-methyl-3-pyrrolidinol